FC1=C2C=CC(=NC2=CC(=C1OCCCOC1=C(C2=C(SC(=C2)C(CC(C(=O)OC)(C)C)=O)C=C1OC)F)OC)C(=O)C(C(=O)OCC)CC(=O)OCC diethyl 2-(5-fluoro-6-(3-((4-fluoro-6-methoxy-2-(4-methoxy-3,3-dimethyl-4-oxobutanoyl)benzo[b]thiophen-5-yl)oxy)propoxy)-7-methoxyquinoline-2-carbonyl)succinate